C(=CCC#CC=CCCCCCCCCC)O hexadecadiene-4-yn-1-ol